BrC=1SC=2CN(CCC2N1)C1=C(C(=CN=N1)C)C 6-(2-bromo-6,7-dihydrothiazolo[5,4-c]pyridin-5(4H)-yl)-4,5-dimethylpyridazine